4-((2-cyclopentylethyl)amino)-2-((1-methyl-1H-pyrazol-4-yl)amino)pyrimidin-5-carboxamide C1(CCCC1)CCNC1=NC(=NC=C1C(=O)N)NC=1C=NN(C1)C